Cl.ClC=1C=C(C=CC1F)NCC=1N=C(SC1)C1(CC1)C(F)(F)F (3-chloro-4-fluorophenyl)(2-(1-(trifluoromethyl)cyclopropyl)thiazol-4-yl)methylamine hydrochloride